N-((6-chloropyridazin-3-yl)methyl)-4-oxo-4H-pyrido[1,2-a]pyrimidine-2-carboxamide ClC1=CC=C(N=N1)CNC(=O)C=1N=C2N(C(C1)=O)C=CC=C2